C1(CC1)NN=CC=1C=C(C(=O)NC2=CC=C(C=C2)N2CCCC2)C=C(C1O)F 3-((2-cyclopropylhydrazono)methyl)-5-fluoro-4-hydroxy-N-(4-(pyrrolidin-1-yl)phenyl)benzamide